γ-l-glutaminyl-3,4-benzoquinone C1=CC(=O)C(=O)C=C1N[C@@H](CCC(=O)N)C(=O)O